N,N,1,1,2-Pentadeuterio-3-phenylpropan-2-amine [2H]N(C(C([2H])[2H])(CC1=CC=CC=C1)[2H])[2H]